OC1(CCC(CC1)N1CC2=C(N=C(N=C2)C)C2(C1=O)CN(C2)C)C 6'-(4-hydroxy-4-methylcyclohexyl)-1,2'-dimethyl-5',6'-dihydro-7'H-spiro[azetidine-3,8'-pyrido[4,3-d]pyrimidin]-7'-one